C(C1=CC=CC=C1)OC[C@H](N(C)C(=O)OC(C)(C)C)C(=O)O O-Benzyl-N-(tert-butoxycarbonyl)-N-methyl-L-serine